1-[2-(3-fluoroazetidin-1-yl)-2-oxo-ethyl]-3-methyl-6-[2-(trifluoromethyl)thiazol-4-yl]imidazo[4,5-b]pyridin-2-one FC1CN(C1)C(CN1C(N(C2=NC=C(C=C21)C=2N=C(SC2)C(F)(F)F)C)=O)=O